BrC1=C(N)C(=CC(=C1)C(C1=CC=CC=C1)(C1=CC=CC=C1)C1=CC=CC=C1)Br 2,6-dibromo-4-tritylaniline